1,4-bis[(S)-[(2R,4S,5R)-5-ethylquinuclidin-2-yl]-(6-methoxy-4-quinolyl)methoxy]phthalazine C(C)[C@@H]1[C@@H]2C[C@@H](N(C1)CC2)[C@@H](OC2=NN=C(C1=CC=CC=C21)O[C@@H](C2=CC=NC1=CC=C(C=C21)OC)[C@@H]2N1C[C@@H]([C@H](C2)CC1)CC)C1=CC=NC2=CC=C(C=C12)OC